2-[(1S)-5-[2-(2-aminopyridin-3-yl)-5-(pyrazol-1-yl)imidazo[4,5-b]pyridin-3-yl]-2,3-dihydro-1H-inden-1-yl]-6-methoxy-3-oxo-1H-isoindole-5-carbaldehyde NC1=NC=CC=C1C1=NC=2C(=NC(=CC2)N2N=CC=C2)N1C=1C=C2CC[C@@H](C2=CC1)N1CC2=CC(=C(C=C2C1=O)C=O)OC